(3-Amino-5-fluoropiperidin-1-yl)(2-(1-ethyl-1H-indol-2-yl)-1-methyl-1H-benzo[d]imidazol-5-yl)methanon NC1CN(CC(C1)F)C(=O)C1=CC2=C(N(C(=N2)C=2N(C3=CC=CC=C3C2)CC)C)C=C1